pentafluorophenyl-alanine FC([C@](N(C1=CC=CC=C1)F)(C(=O)O)F)(F)F